ClC=1C=C(C=CC1F)NC1=NC=NC2=CC(=C(C=C12)OCCN1CCC(CC1)N1CC(OCC1)=O)OC 4-[(3-chloro-4-fluoro-phenyl)amino]-6-{2-[4-(2-oxo-morpholin-4-yl)-piperidin-1-yl]-ethoxy}-7-methoxy-quinazoline